C1(CCCC1)[Si](OCC)(OCC)CCC cyclopentyl-propyl-diethoxysilane